C(C)(C)C1=C(C=CC=C1)C#CCO 3-(2-isopropylphenyl)prop-2-yn-1-ol